(R)-N-(3-(3-(1-(1,4-dioxaspiro[4.4]nonan-6-yl)-1H-pyrazol-4-yl)-2-methoxyphenyl)-1-methyl-1H-pyrazolo[3,4-c]pyridin-5-yl)cyclopropanecarboxamide O1CCOC12[C@@H](CCC2)N2N=CC(=C2)C=2C(=C(C=CC2)C2=NN(C1=CN=C(C=C12)NC(=O)C1CC1)C)OC